N1CN(C2NC=NC2=C1)NC(=O)C1CCNCC1 N-(tetrahydropurin-3-yl)piperidine-4-carboxamide